(3r,4s,7r)-3-(((benzyloxy)carbonyl)amino)-4,7-dimethyl-2,3,4,7-tetrahydro-1H-azepine-1-carboxylic acid benzyl ester C(C1=CC=CC=C1)OC(=O)N1C[C@@H]([C@H](C=C[C@H]1C)C)NC(=O)OCC1=CC=CC=C1